N1(N=CC=C1)CC1=CC2=C(C(=NO2)NS(=O)(=O)C2=C(C=CC=3OCCOC32)OC)C(=C1)OC N-(6-((1H-pyrazol-1-yl)methyl)-4-methoxybenzo[d]isoxazol-3-yl)-6-methoxy-2,3-dihydrobenzo[b][1,4]dioxine-5-sulfonamide